CN1S(N(CCC1)C1=NC(=NC(=C1)N1[C@@H](COCC1)C)C1=C2C(=NC=C1)NC=C2)(=O)=O 2-Methyl-6-{6-[(3R)-3-methylmorpholin-4-yl]-2-{1H-pyrrolo[2,3-b]pyridin-4-yl}pyrimidin-4-yl}-1λ6,2,6-thiadiazinane-1,1-dione